(R)-5-isopropyl-5-[4-(4-naphthalen-2-ylpiperazine-1-carbonyl)phenyl]imidazolidine-2,4-dione C(C)(C)[C@]1(C(NC(N1)=O)=O)C1=CC=C(C=C1)C(=O)N1CCN(CC1)C1=CC2=CC=CC=C2C=C1